1-(3-bromo-5-methoxyphenyl)-3-[3,5-dichloro-2-(2-hydroxyethyl)phenyl]urea BrC=1C=C(C=C(C1)OC)NC(=O)NC1=C(C(=CC(=C1)Cl)Cl)CCO